[N+](=O)([O-])C1=C(C=CC=C1)N1CCC(CC1)O 1-(2-nitrophenyl)piperidin-4-ol